O=C(CCC#N)N1CC2=CC=CC(=C2CC1)OC1=CC=C(C=C1)C(F)(F)F 4-oxo-4-(5-(4-(trifluoro-methyl)phenoxy)-3,4-dihydroisoquinolin-2(1H)-yl)butanenitrile